C(C1=CC=CC=C1)[C@@H]1CN(CCN1C1=NC=C2C(=N1)N(N=C2C2=C(C(=C(C(=C2)C(F)(F)F)F)O)F)C)C(=O)N(C)C (R)-3-Benzyl-4-(3-(2,4-difluoro-3-hydroxy-5-(trifluoromethyl)phenyl)-1-methyl-1H-pyrazolo[3,4-d]pyrimidin-6-yl)-N,N-dimethylpiperazine-1-carboxamide